S1C=NC2=C1C(=CC=C2)C2=CC=C(C=C2)[C@H](COC)NC(=O)NC=2N=C(SC2)C#C (R)-1-(1-(4-(benzo[d]thiazol-7-yl)phenyl)-2-methoxyethyl)-3-(2-ethynyl-thiazol-4-yl)urea